C=C(CCCCCCCCC(=O)O)CCCCCC 10-methylene-hexadecanoic acid